C(\C=C\C1=CC(OC)=C(O)C=C1)(=O)O.N[C@@H](CCCNC(N)=N)C(=O)O arginine ferulic acid salt